NC=1C2=C(N=CN1)N(C(=C2C=2CCN(CC2)C(C(F)(F)F)=O)C2=CC=C(C=C2)NC(C=C)=O)C N-(4-{4-amino-7-methyl-5-[1-(2,2,2-trifluoroacetyl)-1,2,3,6-tetrahydropyridin-4-yl]-7H-pyrrolo[2,3-d]pyrimidin-6-yl}phenyl)prop-2-enamide